(2R,3R,4R,5S)-3,4,5-tris(benzyloxy)-2-methyl-1-((S)-piperidin-3-ylmethyl)piperidine C(C1=CC=CC=C1)O[C@@H]1[C@H](N(C[C@@H]([C@H]1OCC1=CC=CC=C1)OCC1=CC=CC=C1)C[C@@H]1CNCCC1)C